cis-7-Hexadecenylitaconic acid C(CCCCC\C=C/CCCCCCCC)C=C(C(=O)O)CC(=O)O